FC(C1=NN=C(O1)C=1C=CC(=NC1)CN1N=NC(=C1)CC1CCN(CC1)C(C)=O)F 1-(4-((1-((5-(5-(difluoromethyl)-1,3,4-oxadiazol-2-yl)pyridin-2-yl)methyl)-1H-1,2,3-triazol-4-yl)methyl)piperidin-1-yl)ethan-1-one